2-(Piperidin-4-yloxy)isonicotinic acid bis(2,2,2-trifluoroacetic acid) salt FC(C(=O)O)(F)F.FC(C(=O)O)(F)F.N1CCC(CC1)OC=1C=C(C(=O)O)C=CN1